C(CCCC)C=1C(=C(C=CC1)C1=CC=CC=C1)C#N pentyl-cyanobiphenyl